FCC1(CC1)NS(=O)(=O)C1=CC2=C(N(C(N2C2=NC=NS2)=O)CCOC)C=C1 N-[1-(fluoromethyl)cyclopropyl]-1-(2-methoxyethyl)-2-oxo-3-(1,2,4-thiadiazol-5-yl)benzimidazol-5-sulfonamide